Cl.ClC=1C(=NC2=C(C=CC=C2C1)C)N1CCNCC1 3-chloro-8-methyl-2-piperazin-1-yl-quinoline hydrochloride